O[C@@H](CC(C(=O)O)=O)[C@@H](C=O)O (4S,5S)-4,5-dihydroxy-2,6-dioxohexanoic acid